4-[3-(2-fluoro-4-methylsulfonylmethyl-phenyl)-[1,4]oxazepan-4-yl]-6-methyl-pyrimidin-2-ylamine FC1=C(C=CC(=C1)CS(=O)(=O)C)C1COCCCN1C1=NC(=NC(=C1)C)N